1,3-dimethyl-1,1,3,3-tetraphenyldisilazane C[Si](N[Si](C1=CC=CC=C1)(C1=CC=CC=C1)C)(C1=CC=CC=C1)C1=CC=CC=C1